(5-chloro-3-methyl-1H-pyrazol-4-yl)-4-((diphenylmethylene)amino)-5-fluoro-2-((1,1,1-trifluoropropan-2-yl)oxy)benzamide ClC1=C(C(=NN1)C)C=1C(=C(C(=O)N)C=C(C1N=C(C1=CC=CC=C1)C1=CC=CC=C1)F)OC(C(F)(F)F)C